CC1CN(CCC1)C(=O)C=1C=C2C(=NC1)N(C=C2)C2=CC=C(C(=O)O)C=C2 4-(5-(3-methylpiperidine-1-carbonyl)-1H-pyrrolo[2,3-b]pyridin-1-yl)benzoic acid